trimethoxysilylpropyl-diethylenetriamine CO[Si](OC)(OC)CCCNCCNCCN